3-[(6-Ethyl-5,7-dihydropyrrolo[3,4-b]pyridin-3-yl)amino]-5-(methylamino)-6-(3-methylimidazo[4,5-c]pyridin-7-yl)pyrazine-2-carboxamide C(C)N1CC2=NC=C(C=C2C1)NC=1C(=NC(=C(N1)NC)C=1C2=C(C=NC1)N(C=N2)C)C(=O)N